Natrium Levulinat C(CCC(=O)C)(=O)[O-].[Na+]